C(O)(O)=O.FC=C Fluoro ethylene carbonate